F[C@H]1[C@H](C1)C(=O)NC1=NC=NC(=C1)C1=C(N=CN1C)NC=1C=NC(=CC1C)[C@H](CC)O (1R,2R)-2-fluoro-N-(6-(4-((6-((S)-1-hydroxypropyl)-4-methylpyridin-3-yl)amino)-1-methyl-1H-imidazol-5-yl)pyrimidin-4-yl)cyclopropane-1-carboxamide